N4-methyl-N2-(2-methyl-1H-indol-3-yl)-5-(trifluoromethyl)pyrimidine-2,4-diamine CNC1=NC(=NC=C1C(F)(F)F)NC1=C(NC2=CC=CC=C12)C